C(CCC)C=1C(NC=CC1)=O butylpyridinone